C(C)(C)(C)OC(=O)[C@H](CCCCNC(CCOCCOCCNC(CCOCCOCCNC(CCOCCOCCNC(OCC1C2=CC=CC=C2C=2C=CC=CC12)=O)=O)=O)=O)NC(CCCCCCCCCCCCCCCCC(=O)OC(C)(C)C)=O tert-butyl (S)-39-(tert-butoxycarbonyl)-1-(9H-fluoren-9-yl)-3,13,23,33,41-pentaoxo-2,7,10,17,20,27,30-heptaoxa-4,14,24,34,40-pentaazaoctapentacontan-58-oate